(3-Chloro-4-fluorophenyl)-1-(4-methoxyphenyl)1-(1-(6,7,8,9-tetrahydro-5H-[1,2,4]triazolo[4,3-a]azepin-3-yl)ethyl)urea ClC=1C=C(C=CC1F)NC(N(C(C)C1=NN=C2N1CCCCC2)C2=CC=C(C=C2)OC)=O